BrC=1C=CC2=C(OCC(N2CCCN(C(OC(C)(C)C)=O)C)=O)C1 tert-butyl (3-(7-bromo-3-oxo-2H-benzo[b][1,4]oxazin-4(3H)-yl)propyl)(methyl)carbamate